hydroxy myristoyl glutamate N[C@@H](CCC(=O)OC(CCCCCCCCCCCCC)=O)C(=O)OO